CC=1C2=CC=CC=C2C=C2C=CC=CC12 L-9-methylanthracene